CC1(OBOC1(C)C)C 4,4,5,5-tetramethyl-1,3,2-dioxa-borolan